(3S)-1-(6-Fluoropyridine-3-carbonyl)-N-methylpyrrolidin-3-amine trifluoroacetate FC(C(=O)O)(F)F.FC1=CC=C(C=N1)C(=O)N1C[C@H](CC1)NC